F[C@@H]1[C@@H](C1)C(=O)O (1s,2s)-2-fluorocyclopropyl-carboxylic acid